4-(aminomethyl)-2-{6-[(4R)-4-(fluoromethyl)-2-oxo-1,3-oxazolidin-3-yl]pyridin-2-yl}-6-(1-methylcyclopropyl)-2,3-dihydro-1H-pyrrolo[3,4-c]pyridin-1-one NCC1=NC(=CC2=C1CN(C2=O)C2=NC(=CC=C2)N2C(OC[C@@H]2CF)=O)C2(CC2)C